C1C[C@H]([C@@H](C1)N)C(=O)O (1R,2R)-(-)-2-AMINO-1-CYCLOPENTANECARBOXYLIC ACID